C12CCCC(CCC1)B2CCC2=C(N=C1N2C=2N=C(C=C(C2C=C1)C1=CC=C(C=C1)Cl)C(C(F)(F)F)(F)F)C=1OC=NN1 2-(9-(2-(9-borabicyclo[3.3.1]nonan-9-yl)ethyl)-4-(4-chlorophenyl)-2-(perfluoroethyl)imidazo[1,2-a][1,8]naphthyridin-8-yl)-1,3,4-oxadiazole